3-(3-oxo-7-(trifluoromethyl)isoindolin-5-yl)pyrrolidine-1-carboxylic acid tert-butyl ester C(C)(C)(C)OC(=O)N1CC(CC1)C=1C=C2C(NCC2=C(C1)C(F)(F)F)=O